5-CHLORO-3-METHYL-1-(PROPAN-2-YL)-1H-PYRAZOLE-4-CARBALDEHYDE ClC1=C(C(=NN1C(C)C)C)C=O